N1=C2C(=CC=C1)NC=1C2=NC=CC1 5H-pyrrolo[3,2-b:4,5-b']dipyridin